COC1=C(N)C=C(C(=C1)N1CCN(CCC1)C)C 2-methoxy-5-methyl-4-(4-methyl-1,4-diazacycloheptan-1-yl)aniline